OC=1C=C2[C@@H](N(C(C2=CC1)=O)C)C1=C(NC2=CC=CC=C12)CO (3R)-5-hydroxy-3-[2-(hydroxymethyl)-1H-indol-3-yl]-2-methyl-isoindolin-1-one